C(C)(C)(C)OC(C1=C(C=C(C=C1)OC1=CC=CC=2N=COC21)Cl)=O 4-(benzo[d]oxazol-7-yl-oxy)-2-chlorobenzoic acid tert-butyl ester